hepteneimine C(C=CCCCC)=N